2H-spiro[naphthalene-1,7'-pyrano[2,3-d]pyrimidin] N1=CN=CC2=C1OC1(C=C2)CC=CC2=CC=CC=C21